BrC1=C2CCN([C@@H](C2=C(C=C1)OCC=1N=CN(C1C#N)CC)CN1C(C2=CC=CC=C2C1)=O)C(=O)[C@H]1[C@H](CCCC1)C(=O)O (1S,2r)-2-((S)-5-bromo-8-((5-cyano-1-ethyl-1H-imidazol-4-yl)methoxy)-1-((1-oxoisoindolin-2-yl)methyl)-1,2,3,4-tetrahydroisoquinoline-2-carbonyl)cyclohexane-1-carboxylic acid